N-(4b-hydroxy-7-isopropyl-4-nitro-10-oxo-9b,10-dihydro-4bH-indeno[1,2-b]benzofuran-9b-yl)-2-(1H-indol-3-yl)-2-oxoacetamide OC12OC3=C(C1(C(C1=CC=CC(=C12)[N+](=O)[O-])=O)NC(C(=O)C1=CNC2=CC=CC=C12)=O)C=CC(=C3)C(C)C